[N+](=O)([O-])C1=CC(=NC=C1)S 4-nitro-2-mercaptopyridine